N[C@H]1CN(CCC1)C(=O)C1=CC=2N(C=C1)C(=C(N2)C=2N(C1=CC=CC=C1C2)CC2=CC=C(C#N)C=C2)C (R)-4-((2-(7-(3-aminopiperidine-1-carbonyl)-3-methylimidazo[1,2-a]pyridin-2-yl)-1H-indol-1-yl)methyl)benzonitrile